tert-butyl 2-(dimethylcarbamoyl)-3-(hydroxymethyl)-7,8-dihydro-4H-pyrazolo[1,5-a][1,4]diazepine-5(6H)-carboxylate CN(C(=O)C1=NN2C(CN(CCC2)C(=O)OC(C)(C)C)=C1CO)C